6-bromo-2-(2-chlorophenyl)-3-(3,4-dimethoxyphenoxy)quinoline BrC=1C=C2C=C(C(=NC2=CC1)C1=C(C=CC=C1)Cl)OC1=CC(=C(C=C1)OC)OC